C(C)(C)(C)C1=C(C(O)=CC(=C1)C(C)(C)C)O 3,5-di-tertiary butyl-catechol